acryloyloxyheptyl-bromodimethylsilane C(C=C)(=O)OCCCCCCC[Si](C)(C)Br